3-chloro-N-(8,9-difluoro-6-oxo-1,4,5,6-tetrahydro-2H-pyrano[3,4-c]isoquinolin-1-yl)-2-(difluoromethyl)-N-methyl-2H-indazole-5-carboxamide ClC=1N(N=C2C=CC(=CC12)C(=O)N(C)C1COCC=2NC(C=3C=C(C(=CC3C21)F)F)=O)C(F)F